1-(4-BROMO-2-CHLOROPHENYL)PROPAN-2-YLOXY-TERT-BUTYL-DIMETHYLSILANE BrC1=CC(=C(C=C1)CC(C)O[Si](C)(C)C(C)(C)C)Cl